C(#N)C1=CC=C(C=C1)S(=O)(=O)N1[C@@H](CCC1)/C=C/S(=O)(=O)NC(NC1=C2CCCC2=CC=2CCCC12)=O (S,E)-2-(1-((4-Cyanophenyl)sulfonyl)pyrrolidin-2-yl)-N-((1,2,3,5,6,7-hexahydro-s-indacen-4-yl)carbamoyl)ethen-1-sulfonamid